CN(C=1C=CC=2N(C3=CC=C(C=C3SC2C1)N(C)C)C(C1=CC=CC=C1)=O)C 3,7-bis(dimethylamino)-10-benzoylphenothiazine